N-((4-((5-chloropyridin-2-yl)oxy)3-methylphenyl)carbamoyl)-3-methoxy-1-methylcyclobutane-1-carboxamide ClC=1C=CC(=NC1)OC1=C(C=C(C=C1)NC(=O)NC(=O)C1(CC(C1)OC)C)C